1,3-dimethylheptane CCCC(CCCC)C